2-phenyl-2-(4-phenyl-1H-1,2,3-triazol-1-yl)ethanol ethyl-1-[1-[4-[5-(trifluoromethyl)-1,2,4-oxadiazol-3-yl]phenyl]ethyl]pyrazole-4-carboxylate C(C)C1=NN(C=C1C(=O)OCC(N1N=NC(=C1)C1=CC=CC=C1)C1=CC=CC=C1)C(C)C1=CC=C(C=C1)C1=NOC(=N1)C(F)(F)F